α-ethylallyl alcohol C(C)C(C=C)O